Carbonic Acid Chloromethyl Ester 4-Nitro-Phenyl Ester [N+](=O)([O-])C1=CC=C(C=C1)OC(OCCl)=O